C=C1C(C(=C(OC1)C=CC1=CC=CC=C1)NC1(C(C=CC=C1)C)C)C methylene-2-methyl-p-dimethylanilinostyryl-4H-pyran